C(C)(C)(C)OC(=O)N1[C@H](COCC1)COC(=O)Cl (3R)-3-[[(chlorocarbonyl)oxy]methyl]morpholine-4-carboxylic acid tert-butyl ester